Cl.FC(OC1=CC=CC(=N1)NC(=O)[C@H]1NC[C@@H](C1)F)F (2S,4R)-N-(6-(difluoromethoxy)pyridin-2-yl)-4-fluoropyrrolidine-2-Formamide hydrochloride